C(=C)N1C(=NC=C1)C 1-vinyl-2-methylimidazole